(4-methyl-1H-imidazol-1-yl)-5-(trifluoromethyl)aniline CC=1N=CN(C1)NC1=CC=CC(=C1)C(F)(F)F